5-(4-fluorobenzoyl)-4H-1,2,4-triazole-3-carboxylic acid ethyl ester C(C)OC(=O)C1=NN=C(N1)C(C1=CC=C(C=C1)F)=O